NC1=NC=2C=CC=CC2C2=C1N=C(N2C[C@@H](C)O[P@](=O)(OC2=C(C=CC=C2)C)N[C@@H](C)C(=O)OC(C)C)COCC Isopropyl ((S)-(((R)-1-(4-amino-2-(ethoxymethyl)-1H-imidazo[4,5-c]quinolin-1-yl) propan-2-yl) oxy) (2-methyl-phenoxy) phosphoryl)-L-alaninate